3-(2-(((6-(((6-amino-2,4-dimethylpyridin-3-yl)methyl)amino)pyrimidin-4-yl)oxy)methyl)-6-cyclopropylimidazo[1,2-a]pyridin-8-yl)oxetan-3-ol NC1=CC(=C(C(=N1)C)CNC1=CC(=NC=N1)OCC=1N=C2N(C=C(C=C2C2(COC2)O)C2CC2)C1)C